3-hydroxyethyl-2,3-dioleylpropylammonium bromide [Br-].OCCC(C(C[NH3+])CCCCCCCC\C=C/CCCCCCCC)CCCCCCCC\C=C/CCCCCCCC